2-(2,6-dioxo-3-piperidyl)-5-(prop-2-ynylamino)isoindoline-1,3-dione O=C1NC(CCC1N1C(C2=CC=C(C=C2C1=O)NCC#C)=O)=O